chloro-1-azamethylpyrrolidinol ClC1(N(CCC1)O)N